1-((2R,4R)-2-(1H-benzo[d]imidazol-2-yl)-1-methylpiperidin-4-yl)-3-(4-cyanophenyl)urea (S)-mandelate salt C([C@@H](O)C1=CC=CC=C1)(=O)O.N1C(=NC2=C1C=CC=C2)[C@@H]2N(CC[C@H](C2)NC(=O)NC2=CC=C(C=C2)C#N)C